6-tert-butyl-9-cyano-10-methoxy-2-oxo-6,7-dihydro-2H-pyrido[2,1-a]isoquinoline-3-carboxylic acid C(C)(C)(C)C1N2C(C3=CC(=C(C=C3C1)C#N)OC)=CC(C(=C2)C(=O)O)=O